4-(5-(2-hydroxypropan-2-yl)-2-((1r,3r)-3-(methyl(piperidin-4-ylmethyl)amino)cyclobutoxy)phenyl)-6-methyl-1-tosyl-1,6-dihydro-7H-pyrrolo[2,3-c]pyridin-7-one OC(C)(C)C=1C=CC(=C(C1)C=1C2=C(C(N(C1)C)=O)N(C=C2)S(=O)(=O)C2=CC=C(C)C=C2)OC2CC(C2)N(CC2CCNCC2)C